C[C@@H]1CN(C[C@H]2N1CC=1C=CC(=CC1C2)N2CCN(CC2)C(=O)[C@]2(NCCC2)C)C2=C1C=CC=NC1=C(C=C2)C#N 5-[(4R,11aS)-4-methyl-9-[4-[(2S)-2-methylpyrrolidine-2-carbonyl]piperazin-1-yl]-1,3,4,6,11,11a-hexahydropyrazino[1,2-b]isoquinolin-2-yl]quinoline-8-carbonitrile